acetyl-hydroxylamine trifluoro-methanesulfonate FC(S(=O)(=O)O)(F)F.C(C)(=O)NO